BrC1=C(N=C(C=2N1N=CC2)N2CCC1(CC2)[C@@H](C=2C(=NC(=CC2)C)C1)NC(OC(C)(C)C)=O)C tertbutyl N-[(5S)-1'-(7-bromo-6-methyl-pyrazolo[1,5-a]pyrazin-4-yl)-2-methyl-spiro[5,7-dihydrocyclopenta[b]pyridine-6,4'-piperidine]-5-yl]carbamate